[Cu].[Na] sodium-copper